C[C@@H]1CN(C[C@@H](O1)C)C(=O)C=1C2=C(N(N1)CC(=O)N1CCN(CC1)C1=C(C=C(C=C1)C)F)CCC2 2-{3-[(2R,6S)-2,6-Dimethylmorpholin-4-carbonyl]-5,6-dihydrocyclopenta[c]pyrazol-1(4H)-yl}-1-[4-(2-fluoro-4-methylphenyl)piperazin-1-yl]ethan-1-on